allyl N-[2-[[2-[[(1S)-1-benzyl-2-oxo-2-[[2-oxo-2-[(3-oxo-1H-isobenzofuran-5-yl)amino]ethyl]amino]ethyl]amino]-2-oxo-ethyl]amino]-2-oxo-ethyl]carbamate C(C1=CC=CC=C1)[C@@H](C(NCC(NC=1C=C2C(OCC2=CC1)=O)=O)=O)NC(CNC(CNC(OCC=C)=O)=O)=O